4-cyanobutanoate C(#N)CCCC(=O)[O-]